ClCCCS(=O)(=O)NCCNC(OC(C)(C)C)=O Tert-butyl (2-((3-chloropropyl)sulfonamido)ethyl)carbamate